C(CCCCCC(=O)N)(=O)N heptane-diamide